3-chloro-6-methoxy-5-(4,4,5,5-tetramethyl-1,3,2-dioxaborolan-2-yl)pyridin-2-amine ClC=1C(=NC(=C(C1)B1OC(C(O1)(C)C)(C)C)OC)N